FC=1C=CC(=C(C1)C1CCN(CC1)[C@@H]1COC2(CNC2)C1)OC[C@H]1COCC1 (S)-7-(4-(5-fluoro-2-(((R)-tetrahydrofuran-3-yl)methoxy)phenyl)piperidin-1-yl)-5-oxa-2-azaspiro[3.4]octane